C(C)(C)(C)OC(=O)N1CCC(CC1)N1C(C=C(C=C1)C(=O)OC)=O methyl 1-(1-(tert-butoxycarbonyl)piperidin-4-yl)-2-oxo-1,2-dihydropyridine-4-carboxylate